C12CN(CC(CC1)N2)C=2OC1=C(N2)C(=CC=C1C=1SC=CN1)OC 2-(3,8-diazabicyclo[3.2.1]octan-3-yl)-4-methoxy-7-(thiazol-2-yl)benzo[d]oxazole